NC1=C(NC2CCC(CC2)C(=O)OCC)C=CC(=C1)COC1OCCCC1 ethyl (1s,4s)-4-[2-amino-4-(tetrahydropyran-2-yloxymethyl)anilino]cyclohexanecarboxylate